tert-butyl 2-bromo-2-(1,3,3-trimethyl-2-oxoindolin-4-yl)acetate BrC(C(=O)OC(C)(C)C)C1=C2C(C(N(C2=CC=C1)C)=O)(C)C